BrC=1C=CC(=C(C1)C1=NC=CC=C1)C 2-(5-bromo-2-methylphenyl)pyridine